5-bromo-1-[(3-methyl-2-nitro-imidazol-4-yl)methyl]-1,2,4-triazole BrC1=NC=NN1CC=1N(C(=NC1)[N+](=O)[O-])C